1,4,11,14-tetrathiacycloeicosane S1CCSCCCCCCSCCSCCCCCC1